N-((S)-1,1-Dicyclopropyl-3-((4-((S)-2-methoxy-1-((S)-2-oxo-4-(trifluoro-methyl)imidazolidin-1-yl)ethyl)pyridin-2-yl)amino)-3-oxopropan-2-yl)-4-methyl-1,2,5-oxadiazole-3-carboxamide C1(CC1)C([C@@H](C(=O)NC1=NC=CC(=C1)[C@@H](COC)N1C(N[C@@H](C1)C(F)(F)F)=O)NC(=O)C1=NON=C1C)C1CC1